C1=NC(=CC2=CC=CC=C12)CN1CC=2C(CC1)=NN(C2O)C2=NC=CC=C2 5-(isoquinolin-3-ylmethyl)-2-(pyridin-2-yl)-4,5,6,7-tetrahydro-2H-pyrazolo[4,3-c]pyridin-3-ol